OCC1(NC1)CO 2,2-bishydroxymethyl-aziridine